ClC=1C=C2C(C(N(C2=CC1)CC(CN1N=NC(=C1)COC1=CC=C(C=C1)\C=C\C(=O)C1=C(C=C(C=C1)OC)OC)O)=O)=O 5-Chloro-1-[3-[4-[[4-[(E)-3-(2,4-dimethoxyphenyl)-3-oxoprop-1-enyl]phenoxy]methyl]triazol-1-yl]-2-hydroxypropyl]indole-2,3-dione